NCCNC(C)S(=O)(=O)O 2-aminoethylaminoethanesulfonic acid